[1-13C]pyruvate [13C](C(=O)C)(=O)[O-]